2-ethyl-6-methyl-4-(4,4,5,5-tetramethyl-1,3,2-dioxaborolan-2-yl)pyridine C(C)C1=NC(=CC(=C1)B1OC(C(O1)(C)C)(C)C)C